1-(4-phenyl-sulfanyl-phenyl)-butane-1,2-dione-2-oxime C1(=CC=CC=C1)C1=CC(=C(C=C1)C(C(CC)=NO)=O)S